C1(=C2N(C=N1)CCC2)C(C(NC=2SC=CN2)=O)N2CC1=C(C=C(C=C1C2=O)C2=CC=C(C=C2)N2CCN(CCC2)C(=O)OC(C)(C)C)F tert-Butyl 4-[4-[2-[1-(6,7-dihydro-5H-pyrrolo[1,2-c]imidazol-1-yl)-2-oxo-2-(thiazol-2-ylamino)ethyl]-7-fluoro-3-oxo-isoindolin-5-yl]phenyl]-1,4-diazepane-1-carboxylate